8,8'-((2,2-difluoropropane-1,3-diyl)bis(oxy))bis(6-(2,4-di-tert-butoxypyrimidin-5-yl)imidazo[1,2-b]pyridazine) FC(COC=1C=2N(N=C(C1)C=1C(=NC(=NC1)OC(C)(C)C)OC(C)(C)C)C=CN2)(COC=2C=1N(N=C(C2)C=2C(=NC(=NC2)OC(C)(C)C)OC(C)(C)C)C=CN1)F